N-(3-cyclobutyl-4-methylphenyl)-6-azabicyclo[3.1.1]heptane-6-carboxamide C1(CCC1)C=1C=C(C=CC1C)NC(=O)N1C2CCCC1C2